4-Phenylcyclohexylalanine C1(=CC=CC=C1)C1CCC(CC1)N[C@@H](C)C(=O)O